Tetrapotassium pyrophosphat [O-]P([O-])(=O)OP(=O)([O-])[O-].[K+].[K+].[K+].[K+]